(R)-2,2-difluorocyclopropane-1-carboxylic acid FC1([C@H](C1)C(=O)O)F